NCC(C[SiH](OCCCCCCCCCCCC)OCCCCCCCCCCCC)C 3-amino-2-methylpropyl-(di-dodecyloxysilane)